1-(3-methylpyridin-2-yl)piperazine dihydrochloride hydrochloride salt Cl.Cl.Cl.CC=1C(=NC=CC1)N1CCNCC1